(1R,4R,5S)-5-(7-bromo-8-(2-cyanoethyl)-2-(3-(dimethylamino)-3-oxopropyl)-4-ethoxy-6-fluoro-1H-pyrrolo[3,2-c]quinolin-1-yl)-2-azabicyclo[2.1.1]hexane-2-carboxylic acid tert-butyl ester C(C)(C)(C)OC(=O)N1[C@H]2[C@H]([C@@H](C1)C2)N2C(=CC=1C(=NC=3C(=C(C(=CC3C12)CCC#N)Br)F)OCC)CCC(=O)N(C)C